3-(4-(piperazin-1-yl)indolin-1-yl)piperidine-2,6-dione N1(CCNCC1)C1=C2CCN(C2=CC=C1)C1C(NC(CC1)=O)=O